C(C1=CC=CC=C1)(SC[C@@H](C=C(F)F)NC(=O)OCC1=CC=CC=C1)=O (R)-S-(2-(((benzyloxy)carbonyl)amino)-4,4-difluorobut-3-en-1-yl) benzothioate